3-amino-3H-spiro[furo[2,3-b]pyridine-2,4'-piperidine] NC1C=2C(=NC=CC2)OC12CCNCC2